ClC=1C(=NC(=C(C(=O)OC)C1)NC1=C(C=C(C=C1)F)C)C methyl 5-chloro-2-((4-fluoro-2-methylphenyl)-amino)-6-methyl-nicotinate